6-bromo-3-morpholinopicolinaldehyde BrC1=CC=C(C(=N1)C=O)N1CCOCC1